1-(2-(difluoromethoxy)benzyl)piperidin FC(OC1=C(CN2CCCCC2)C=CC=C1)F